FC1=C(N=CC2=C1N=C(N=C2N2CCOCC2)OC[C@H]2N(CCC2)C)C2=CC(=CC1=CC=CC=C21)O 4-[8-fluoro-2-[[(2S)-1-methylpyrrolidin-2-yl]methoxy]-4-morpholino-pyrido[4,3-d]pyrimidin-7-yl]naphthalen-2-ol